ClC1=NC(=C2N=CN(C2=N1)[C@@H]1O[C@@H]([C@H]([C@H]1O)O)CO)N1C=C(C2=CC=CC=C12)C1=CC=CC=C1 (2R,3R,4S,5R)-2-[2-chloro-6-(3-phenylindol-1-yl)purin-9-yl]-5-(hydroxymethyl)tetrahydrofuran-3,4-diol